OCC1=NC=CC(=N1)CNC(OC(C)(C)C)=O Tert-Butyl ((2-(hydroxymethyl)pyrimidin-4-yl)methyl)carbamate